O=C1N(N=C2N1CCCC2)CC2=NC=CC(=C2)C(F)(F)F (5RS)-3-Oxo-2-{[4-(trifluoromethyl)pyridin-2-yl]methyl}-2,3,5,6,7,8-hexahydro[1,2,4]triazolo[4,3-a]pyridin